2-(9-(3-(1-methylcyclopropane-1-carboxamido)propyl)-3,9-diazaspiro[5.5]undecan-3-yl)propane-1,3-diyl bis(2-hexyldecanoate) C(CCCCC)C(C(=O)OCC(COC(C(CCCCCCCC)CCCCCC)=O)N1CCC2(CC1)CCN(CC2)CCCNC(=O)C2(CC2)C)CCCCCCCC